(R)-6-(Piperazin-1-yl)-2-(3-(1,1,2-trifluoro-1-(4-methyl-4H-1,2,4-triazol-3-yl)propan-2-yl)phenyl)-4-(trifluoromethyl)isoindolin-1-one N1(CCNCC1)C1=CC(=C2CN(C(C2=C1)=O)C1=CC(=CC=C1)[C@@](C(C1=NN=CN1C)(F)F)(C)F)C(F)(F)F